N1(CCNCCC1)C(CCC)C1=NC2=CC=C(C(=C2C(N1CC)=O)C)Br 2-(1-(1,4-diazepan-1-yl)butyl)-6-bromo-3-ethyl-5-methylquinazolin-4(3H)-one